tert-butyl-(2S,4R)-2-(hydroxymethyl)-4-methylpyrrolidine C(C)(C)(C)N1[C@@H](C[C@H](C1)C)CO